OC=1C(=CC2=C(OC(O2)(C)C)C1)CN(C(OC(C)(C)C)=O)C[C@H](CC)O tert-butyl (S)-((6-hydroxy-2,2-dimethylbenzo[d][1,3]dioxol-5-yl)methyl)(2-hydroxybutyl)carbamate